Cl.ClC=1C=CC(=C(CCN2C[C@H](CCC2)N)C1)OCC (S)-1-(5-chloro-2-ethoxyphenethyl)piperidin-3-amine hydrochloride